butenedioic acid carbon [C].C(C=CC(=O)O)(=O)O